lithium trimethylbenzoylphosphonate CC1=C(C(=C(C(=O)P([O-])([O-])=O)C=C1)C)C.[Li+].[Li+]